CN1CCC(CC1)N1N=CC(=C1)NC1=NC=C(C(=N1)NCCCN1C(CCCC1)=O)C(F)(F)F 1-(3-((2-((1-(1-methylpiperidin-4-yl)-1H-pyrazol-4-yl)amino)-5-(trifluoromethyl)pyrimidin-4-yl)amino)propyl)piperidin-2-one